diphenylcyclododecanone C1(=CC=CC=C1)C1(CCCCCC(CCCCC1)=O)C1=CC=CC=C1